methyl 3-(9-((4-(aminomethyl)-2-methylphenyl)carbamoyl)-4,5-dihydrobenzo[b]thieno[2,3-d]oxepin-8-yl)-6-(piperidin-1-yl)picolinate NCC1=CC(=C(C=C1)NC(=O)C1=CC2=C(OCCC3=C2SC=C3)C=C1C=1C(=NC(=CC1)N1CCCCC1)C(=O)OC)C